O=S1(NC2(CN(C2)C(=O)N2CC3(C2)CCC(CC3)CC3=NC=C(C=C3)C(F)(F)F)CC1)=O (6,6-dioxo-6lambda6-thia-2,5-diazaspiro[3.4]octan-2-yl)-[7-[[5-(trifluoromethyl)-2-pyridyl]methyl]-2-azaspiro[3.5]nonan-2-yl]methanone